FC(C=1C=C(C(=O)[O-])C(=CC1N1C(CNCC1)CC=1N=NC=CC1)F)F (3R)-3-(difluoromethyl)-4-(((pyridazin-3-yl)methyl)piperazin-1-yl)-6-fluorobenzoate